2-chloro-5-(5-((cyclohexyl(ethyl)amino)methyl)-1H-tetrazol-1-yl)benzonitrile ClC1=C(C#N)C=C(C=C1)N1N=NN=C1CN(CC)C1CCCCC1